FC=1C(=C(C(=CC1)[N+](=O)[O-])C#C[Si](C)(C)C)C(F)(F)F ((3-fluoro-6-nitro-2-(trifluoromethyl)phenyl)ethynyl)trimethylsilane